ethyl 3-(4-fluorophenyl)-6-methoxy-7-methyl-1H-indole-2-carboxylate FC1=CC=C(C=C1)C1=C(NC2=C(C(=CC=C12)OC)C)C(=O)OCC